1-phenyl-2-bromo-1-penten-3-one C1(=CC=CC=C1)C=C(C(CC)=O)Br